C(CC)OCCC1=CC=C(CN2C=NC=C2)C=C1 1-(4-(2-n-propoxyethyl)benzyl)-1H-imidazole